diglucosyl-genistein Methyl-(1R,5S,6R)-3-[5-(5-fluoro-3-iodo-7-methyl-1H-indazol-1-yl)pyridin-2-yl]-3-azabicyclo[3.1.0]hexane-6-carboxylate C[C@]12CN(C[C@H]2[C@H]1C(=O)O)C1=NC=C(C=C1)N1N=C(C2=CC(=CC(=C12)C)F)I.C1([C@H](O)[C@@H](O)[C@H](O)[C@H](O1)CO)C1=C(C=2C(C(=C(OC2C=C1O)C1[C@H](O)[C@@H](O)[C@H](O)[C@H](O1)CO)C1=CC=C(O)C=C1)=O)O